(1s,3s)-3-hydroxycyclobutane-1-carboxylic acid benzyl ester C(C1=CC=CC=C1)OC(=O)C1CC(C1)O